C(C1=CC=CC=C1)N1C2=C(OCC1=O)C=C(C=C2)NC(=O)NC=2C(=NNC2)C2=CC=C(C=C2)Cl 1-(4-benzyl-3-oxo-3,4-dihydro-2H-benzo[b][1,4]oxazin-7-yl)-3-(3-(4-chlorophenyl)-1H-pyrazol-4-yl)urea